C(C)OC1=CC=C(C=C1)C=1C=NC=C(C(=O)NCCC=2C(=NC=C(C2)OC)F)C1 5-(4-ethoxyphenyl)-N-(2-(2-fluoro-5-methoxypyridin-3-yl)ethyl)nicotinamide